morpholinelactamide acrylate C(C=C)(=O)O.N1(CCOCC1)CC(C(=O)N)O